COC1=C(C=CC(=C1)OC)C1=CN=CC=N1 6-(2,4-dimethoxyphenyl)pyrazine